FC1=CC=C(C=C1)C(=O)N1[C@@H](C=2N(CC1)C(=NC2C2=NC=CC=C2)C2=NC(=NS2)C)C (R)-(4-fluorophenyl)(8-methyl-3-(3-methyl-1,2,4-thiadiazol-5-yl)-1-(pyridine-2-yl)-5,6-dihydroimidazo[1,5-a]pyrazin-7(8H)-yl)methanone